7-methyl-2-(morpholin-4-yl)-9-(1-phenylethyl)-pyrido[1,2-a]-pyrimidin-4-one CC=1C=C(C=2N(C(C=C(N2)N2CCOCC2)=O)C1)C(C)C1=CC=CC=C1